(3S)-3-(5-{[(3S,4S)-1-{[2-(1-acetyl-2,2-dimethylpiperidin-4-yl)quinazolin-6-yl]methyl}-4-(methoxymethyl)pyrrolidin-3-yl]oxy}-1-oxo-2,3-dihydro-1H-isoindol-2-yl)piperidine-2,6-dione C(C)(=O)N1C(CC(CC1)C1=NC2=CC=C(C=C2C=N1)CN1C[C@H]([C@@H](C1)COC)OC=1C=C2CN(C(C2=CC1)=O)[C@@H]1C(NC(CC1)=O)=O)(C)C